BrC=1C=C(C(=C2CN(C(C12)=O)C(=O)OC(C)(C)C)I)F Tert-Butyl 7-bromo-5-fluoro-4-iodo-1-oxoisoindoline-2-carboxylate